hydroxyphenyl-lysinamide ON([C@@H](CCCCN)C(=O)N)C1=CC=CC=C1